ClC=1C(=NC(=NC1)NC1CCOCC1)C=1C=C2C(=NC1)CN(C2=O)[C@@H](C(=O)O)C (R)-2-(3-(5-chloro-2-((oxan-4-yl)amino)pyrimidin-4-yl)-5-oxo-5,7-dihydro-6H-pyrrolo[3,4-b]pyridin-6-yl)propanoic acid